(R)-5-{4-chloro-3-{4-[(tetrahydrofuran-3-yl)oxy]benzyl}phenyl}-1,2,4-oxadiazol-3-amine ClC1=C(C=C(C=C1)C1=NC(=NO1)N)CC1=CC=C(C=C1)O[C@H]1COCC1